3-isopropyl-1H-pyrazolo[4,3-d]Pyrimidine-7-amine C(C)(C)C1=NNC2=C1N=CN=C2N